BrC1=CC(=C(C=C1)CCl)C 4-bromo-1-chloromethyl-2-methylbenzene